2-methyl-8-(5-methylfuran-2-yl)-[1,2,4]triazolo[1,5-a]pyrazin CC1=NN2C(C(=NC=C2)C=2OC(=CC2)C)=N1